N-(1H-indazol-5-yl)-3-(pyridin-3-yl)-3a,4,5,6,7,7a-hexahydro-4,7-methylenebenzo[d]isoxazole-7a-carboxamide N1N=CC2=CC(=CC=C12)NC(=O)C12C(C(=NO1)C=1C=NC=CC1)C1CCC2C1